[C].N#[N+][O-] Nitrous oxide carbon